COC1=CC2=CC3=C(C(OC3)=O)C(=C2C=C1OC)C=1C=CC=C2C=CC=NC12 6,7-dimethoxy-9-(quinolin-8-yl)naphtho[2,3-c]furan-1(3H)-one